3-Methacryloxypropyltris(trimethylsiloxy)silane C(C(=C)C)(=O)OCCC[Si](O[Si](C)(C)C)(O[Si](C)(C)C)O[Si](C)(C)C